guanidinium chloride [Cl-].NC(=[NH2+])N